NCC1=CC(=NC=C1Br)NC(OC(C)(C)C)=O Tert-Butyl (4-(aminomethyl)-5-bromopyridin-2-yl)carbamate